C(C1=CC=CC=C1)OC1=CC=C(C=C1)C(CC(C(F)(F)F)=O)=O 1-[4-(benzyloxy)phenyl]-4,4,4-trifluorobutane-1,3-dione